ClC1=NC(=CC=C1C(C)O)F 1-(2-chloro-6-fluoropyridin-3-yl)ethan-1-ol